ethyl 3-benzyl-2-imino-2,3-dihydrothiazole-5-carboxylate hydrobromide Br.C(C1=CC=CC=C1)N1C(SC(=C1)C(=O)OCC)=N